N1(CCC1)CCO\N=C\1/CCC2=C(C=CC=C12)C1=NOC(=N1)C=1C=CC(=C(C#N)C1)OC(C)C (E)-5-(3-(1-((2-(azetidin-1-yl)ethoxy)imino)-2,3-dihydro-1H-inden-4-yl)-1,2,4-oxadiazol-5-yl)-2-isopropoxybenzonitrile